3-bromo-5-chloro-N-[(furan-2-yl)methyl]thieno[3,2-b]pyridin-7-amine BrC1=CSC=2C1=NC(=CC2NCC=2OC=CC2)Cl